5-((6-hexyl-4-phenylquinolin-2-yl)methylene)thiazolidine-2,4-dione C(CCCCC)C=1C=C2C(=CC(=NC2=CC1)C=C1C(NC(S1)=O)=O)C1=CC=CC=C1